C(C=C)(=O)OCCCN1C(CCC1)=O N-(3-acryloyloxypropyl)pyrrolidone